CC=1N=CN(C1C)C1=CC(=NC=N1)N1CCN(CC1)C(=O)N 4-(6-(4,5-dimethyl-1H-imidazol-1-yl)pyrimidin-4-yl)piperazine-1-carboxamide